methyl (R)-2-(6-(1-((tert-butoxycarbonyl)amino)ethyl)-1-(2,2-difluorobut-3-en-1-yl)-5-fluoro-1H-indol-2-yl)-1-cyclopropyl-7-fluoro-1H-benzo[d]imidazole-5-carboxylate C(C)(C)(C)OC(=O)N[C@H](C)C1=C(C=C2C=C(N(C2=C1)CC(C=C)(F)F)C1=NC2=C(N1C1CC1)C(=CC(=C2)C(=O)OC)F)F